(±)-trans-4-Phenyl-N-[4-(pyridin-3-yl)phenyl]pyrrolidine-3-carboxamide dihydrochloride Cl.Cl.C1(=CC=CC=C1)[C@H]1[C@@H](CNC1)C(=O)NC1=CC=C(C=C1)C=1C=NC=CC1 |r|